BrC1=NC(=NC=C1)OC1CCOCC1 4-bromo-2-((tetrahydro-2H-pyran-4-yl)oxy)pyrimidine